ClC1=CC=C(C(=N1)C(=O)NS(=O)(=O)C)N[C@H](C)C=1C=C(C=C2C(N(C(=NC12)N1C[C@H](CC1)NC1=NC=C(C=N1)F)C)=O)C 6-chloro-3-(((R)-1-(2-((S)-3-((5-fluoropyrimidin-2-yl)amino)pyrrolidin-1-yl)-3,6-dimethyl-4-oxo-3,4-dihydroquinazolin-8-yl)ethyl)amino)-N-(methylsulfonyl)picolinamide